1-(3-fluoro-1-bicyclo[1.1.1]pentanyl)-3-[(1S)-1-[3-(trifluoromethyl)phenyl]ethyl]urea FC12CC(C1)(C2)NC(=O)N[C@@H](C)C2=CC(=CC=C2)C(F)(F)F